6-chloro-5-methoxy-3-(1H-pyrazol-4-yl)-2-(5-(trifluoromethyl)-4H-1,2,4-triazol-3-yl)-1H-indole ClC1=C(C=C2C(=C(NC2=C1)C1=NN=C(N1)C(F)(F)F)C=1C=NNC1)OC